C(C1=CC=CC=C1)OC(=O)N1CCN(CC1)C(C1CCN(CC1)C(=O)OC(C)(C)C)=O 4-(1-tert-butoxycarbonylisonipecotoyl)piperazine-1-carboxylic acid benzyl ester